C(C)OC(=O)C=1OC2=C(C1C)C=C(C=C2)S(N(CCC2=CC=CC=C2)C2=C(C=CC=C2)N2CCN(CC2)C(C2=CC(=CC=C2)C)=O)(=O)=O 3-Methyl-5-(N-(2-(4-(3-methylbenzoyl)piperazin-1-yl)phenyl)-N-phenethylsulfamoyl)benzofuran-2-carboxylic acid ethyl ester